5-FORMYLPYRIDINE-2-BORONIC ACID C(=O)C=1C=CC(=NC1)B(O)O